N[C@H]1C2N(CC1CC2)C(=O)C2=CC1=C(N(C(=N1)C=1N(C3=CC(=CC=C3C1)C1=C(C(=O)N)C(=CC=C1)F)CC1CC1)C)C(=C2)OC 2-(2-{5-[(7R)-7-amino-2-azabicyclo[2.2.1]heptane-2-carbonyl]-7-methoxy-1-methyl-1H-1,3-benzodiazol-2-yl}-1-(cyclopropylmethyl)-1H-indol-6-yl)-6-fluorobenzamide